ClC=1C=C(C(=NC1)OCCNCCCCCNC1=C2C(N(C(C2=CC=C1)=O)C1C(NC(CC1)=O)=O)=O)NC(=O)NC=1C=NC=2N(C1[C@H](C)OC)N=C(C2)Cl 1-(5-chloro-2-(2-((5-((2-(2,6-dioxopiperidin-3-yl)-1,3-dioxoisoindolin-4-yl)amino)pentyl)amino)ethoxy)pyridin-3-yl)-3-(2-Chloro-7-((S)-1-methoxyethyl)pyrazolo[1,5-a]pyrimidin-6-yl)urea